C12(CC(C1)C2)NC(=O)C=2C(N(C1=NC=C(C=C1C2OC)C2=CC=C(C=C2)F)CCN2CCOCC2)=O N-(bicyclo[1.1.1]pentan-1-yl)-6-(4-fluorophenyl)-4-methoxy-1-(2-morpholinoethyl)-2-oxo-1,2-dihydro-1,8-naphthyridine-3-carboxamide